C(C)(C)(C)C=1C=C(C=C(C1O)C(C)(C)C)CCC(=O)NNC(CCC1=CC(=C(C(=C1)C(C)(C)C)O)C(C)(C)C)=O 3-(3,5-ditert-butyl-4-hydroxyphenyl)-N'-[3-(3,5-ditert-butyl-4-hydroxyphenyl)propanoyl]propanehydrazide